O=C1N=C(C=C2N1C[C@@]13CO[C@@H](CN12)C3)OCC=3C=CC(=C(C#N)C3)OC3=CC=C(C=C3)C(F)(F)F 5-((((3R,11aS)-9-oxo-3,4-dihydro-1H,9H,11H-3,11a-methanopyrimido[6',1':2,3]imidazo[5,1-c][1,4]oxazin-7-yl)oxy)methyl)-2-(4-(trifluoromethyl)phenoxy)benzonitrile